NC1=CC=C2C(=N1)CC[C@H]2NC([C@H](C)NC(=O)[C@H]2NCCC(=C2)C2=CC=C(C=C2)F)=O (S)-N-((S)-1-(((R)-2-amino-6,7-dihydro-5H-cyclopenta[b]pyridin-5-yl)amino)-1-oxopropan-2-yl)-4-(4-fluorophenyl)-1,2,5,6-tetrahydropyridine-2-carboxamide